2,3,5-trimethyl-6-heptylcyclohexa-2,5-diene-1,4-dione CC=1C(C(=C(C(C1C)=O)C)CCCCCCC)=O